C1(CCCC1)CNC(=O)C=1N=NN(C1)CCCCN1N=NC(=C1)NC(CC=1C=NC(=CC1)C)=O N-(cyclopentylmethyl)-1-(4-{4-[2-(6-methylpyridin-3-yl)acetamido]-1H-1,2,3-triazol-1-yl}butyl)-1H-1,2,3-triazole-4-carboxamide